NC12CCC(CC1)(CC2)CN2N=C1C(CN(CC1)C1=C3C(=NC(=N1)N)N(N=C3)C)=C2 4-(2-((4-aminobicyclo[2.2.2]oct-1-yl)methyl)-6,7-dihydro-2H-pyrazolo[4,3-c]pyridin-5(4H)-yl)-1-methyl-1H-pyrazolo[3,4-d]pyrimidin-6-amine